[6-(3-cyclopropyl-1H-1,2,4-triazol-5-yl)-2-azaspiro[3.3]heptan-2-yl]-[6-[[2-(trifluoromethyl)pyrimidin-4-yl]methyl]-2-azaspiro[3.3]heptan-2-yl]methanone C1(CC1)C1=NNC(=N1)C1CC2(CN(C2)C(=O)N2CC3(C2)CC(C3)CC3=NC(=NC=C3)C(F)(F)F)C1